(S)-6-(5-(difluoromethyl)pyrazin-2-yl)-7-fluoro-2-(4-((6-oxo-5-(trifluoromethyl)-1,6-dihydropyridazin-4-yl)amino)pentyl)isoquinolin-1(2H)-one FC(C=1N=CC(=NC1)C=1C=C2C=CN(C(C2=CC1F)=O)CCC[C@H](C)NC=1C=NNC(C1C(F)(F)F)=O)F